3-methyl-5-phenyl-pentan CC(CC)CCC1=CC=CC=C1